tert-butyl 4-[[1-[(3S)-3-[[4-amino-1-(7H-pyrrolo[2,3-d]pyrimidin-4-yl)piperidine-4-carbonyl]amino]-3-(4-chlorophenyl)propyl]-4-piperidyl]oxy]piperidine-1-carboxylate NC1(CCN(CC1)C=1C2=C(N=CN1)NC=C2)C(=O)N[C@@H](CCN2CCC(CC2)OC2CCN(CC2)C(=O)OC(C)(C)C)C2=CC=C(C=C2)Cl